(3,5-ditert-butyl-4-hydroxybenzyl) propionate C(CC)(=O)OCC1=CC(=C(C(=C1)C(C)(C)C)O)C(C)(C)C